CC(CN)NC1CCOCC1 methyl-N1-(tetrahydro-2H-pyran-4-yl)ethane-1,2-diamine